CC(C)=O propan-2-one